C(C)(C)(C)C1=CC=C(CNC(=O)C=2SC(=CC2)S(NC)(=O)=O)C=C1 N-(4-(tert-butyl)benzyl)-5-(N-methylsulfamoyl)thiophene-2-carboxamide